(1S,2S)-1-amino-6-bromo-4,4-dimethyl-1,2,3,4-tetrahydronaphthalen-2-ol (2R,3R)-2,3-dihydroxysuccinate monohydrate O.O[C@@H](C(=O)O)[C@H](C(=O)O)O.N[C@@H]1[C@H](CC(C2=CC(=CC=C12)Br)(C)C)O